BrC1=NC=C(C=C1N)OC 2-bromo-5-methoxy-pyridin-3-amine